2-(1-methylpyrazol-4-yl)-2-(3-thienyl)propan-1-amine CN1N=CC(=C1)C(CN)(C)C1=CSC=C1